BrC1=CC=CC2=C1C1=C(O2)C=2OC3=C(C2C=C1)C=CC=C3 4-bromobenzo[2,1-b:3,4-b']bis-benzofuran